[Si](C1=CC=CC=C1)(C1=CC=CC=C1)(C(C)(C)C)OCC=1OC2=C(C1)C(=CC=C2)CO (2-(((tert-butyldiphenylsilyl)oxy)methyl)benzofuran-4-yl)methanol